IC1=CC=2C(C3=CC(=CC=C3C2C=C1)I)(C1=CC=C(C=C1)SC)C1=CC=C(C=C1)SC 2,7-diiodo-9,9-bis(4-methylthiophenyl)fluorene